1-(4-methoxybenzyl)-3-(6-(5-(6-methylpyridin-3-yl)-1,3,4-oxadiazol-2-yl)spiro[3.3]hept-2-yl)urea COC1=CC=C(CNC(=O)NC2CC3(C2)CC(C3)C=3OC(=NN3)C=3C=NC(=CC3)C)C=C1